Ethyl-(2S)-2-[4-chloro-2-(5-cyclopropyl-4-butoxy-4,5-dihydroisoxazol-3-yl)phenoxy]propanoat C(C)OC([C@H](C)OC1=C(C=C(C=C1)Cl)C1=NOC(C1OCCCC)C1CC1)=O